ClP(C1=CC=CC=C1)Cl dichlorophenylphosphine